pentadecane-lactone C1(CCCCCCCCCCCCCCO1)=O